N-isopropylphosphoric acid triamide C(C)(C)NP(N)(N)=O